ClC=1C(=C(CN2[C@@H](C[C@@](CC2)(C(=O)O)CC2=NC(=CC(=C2C)C2=NC=CC=C2C)NC2=NNC(=C2)C)C)C=CC1)F (2R,4R)-1-(3-chloro-2-fluorobenzyl)-4-((3,3'-dimethyl-6'-((5-methyl-1H-pyrazol-3-yl)amino)-[2,4'-bipyridin]-2'-yl)methyl)-2-methyl-piperidine-4-carboxylic acid